(3S)-5-chloro-7-({3-[8-ethyl-2-(piperidin-4-ylamino) quinazolin-6-yl]-2,4-difluorophenyl} sulfamoyl)-2,3-dihydro-1-benzofuran-3-yl acetate C(C)(=O)O[C@@H]1COC2=C1C=C(C=C2S(NC2=C(C(=C(C=C2)F)C=2C=C1C=NC(=NC1=C(C2)CC)NC2CCNCC2)F)(=O)=O)Cl